NC=1N=NC(=CC1N1CC2CCC(C1)N2C2=CC(=NC=C2)CCCOCCO)Cl 2-(3-[4-[3-(3-amino-6-chloropyridazin-4-yl)-3,8-diazabicyclo[3.2.1]octan-8-yl]pyridin-2-yl]propoxy)ethan-1-ol